6-((R)-3-phenylisoxazolidin-2-yl)-N-((R)-7-(pyrrolidin-1-yl)-6,7,8,9-tetrahydro-5H-benzo[7]annulen-2-yl)pyrimidin-4-amine C1(=CC=CC=C1)[C@@H]1N(OCC1)C1=CC(=NC=N1)NC=1C=CC2=C(CC[C@@H](CC2)N2CCCC2)C1